5-(3-acetyl-1-(2-((2S,4R)-2-((6-bromopyridin-2-yl)carbamoyl)-4-fluoropyrrolidin-1-yl)-2-oxoethyl)-1H-indazol-5-yl)-2-methylpyrimidine 1-oxide C(C)(=O)C1=NN(C2=CC=C(C=C12)C=1C=NC(=[N+](C1)[O-])C)CC(=O)N1[C@@H](C[C@H](C1)F)C(NC1=NC(=CC=C1)Br)=O